5-Fluoro-3-{3-[4-(methoxycarbonyl)phenyl]-1,2-oxazol-5-yl}-6-(2-methoxyethoxy)-1H-indazole-1-carboxylic acid tert-butyl ester C(C)(C)(C)OC(=O)N1N=C(C2=CC(=C(C=C12)OCCOC)F)C1=CC(=NO1)C1=CC=C(C=C1)C(=O)OC